Cl.C(CCCCCCC\C=C/C\C=C/CCCCC)N(C)CCCCCCCC\C=C/C\C=C/CCCCC dilinoleyl-methylamine hydrochloride